1,4-bis(2,3-dicarboxyphenoxy)benzene C(=O)(O)C1=C(OC2=CC=C(C=C2)OC2=C(C(=CC=C2)C(=O)O)C(=O)O)C=CC=C1C(=O)O